C(CCCCC)C(CO)CCCCO 2-hexyl-1,6-hexanediol